NCCCNC(C1=C(C=C(C=C1)NC=1C=2N(C=CN1)C(=CN2)C=2C(=NN(C2)CCF)C(F)(F)F)CC)=O N-(3-aminopropyl)-2-ethyl-4-[[3-[1-(2-fluoroethyl)-3-(trifluoromethyl)pyrazol-4-yl]imidazo[1,2-a]pyrazin-8-yl]amino]benzamide